[N+](#[C-])C(C)S(=O)(=O)C1=CC=C(C=C1)C 1-((1-isocyanoethyl)sulfonyl)-4-methylbenzene